BrC1=CC=C2C(=N1)N(C=C2)COCC[Si](C)(C)C 6-bromo-1-((2-(trimethylsilyl)ethoxy)methyl)-1H-pyrrolo[2,3-b]Pyridine